N-(((2S,3R,6S)-2,6-dimethylmorpholin-3-yl)methyl)-4-(trifluoromethyl)pyridin-2-amine hydrochloride Cl.C[C@H]1[C@H](NC[C@@H](O1)C)CNC1=NC=CC(=C1)C(F)(F)F